CC1(OC[C@@H](O1)C(OC=1C=2N(C=C(C1)C=1N=NN(C1C)C1CCN(CC1)C(=O)OC(C)(C)C)N=CC2)C2=NC=C(C=C2)F)C tert-Butyl 4-[4-[4-[[(4R)-2,2-dimethyl-1,3-dioxolan-4-yl]-(5-fluoro-2-pyridyl)methoxy]pyrazolo[1,5-a]pyridin-6-yl]-5-methyl-triazol-1-yl]piperidine-1-carboxylate